3-((6-(bis(2-methoxyethyl)amino)-4,8-bis(4-methoxypiperidin-1-yl)pyrimido[5,4-d]pyrimidin-2-yl)(2-methoxyethyl)amino)propanoic acid COCCN(C=1N=C(C=2N=C(N=C(C2N1)N1CCC(CC1)OC)N(CCC(=O)O)CCOC)N1CCC(CC1)OC)CCOC